FC=1C(=CC2=C(C1)C1(CC1)CO2)N 5-fluoro-2H-spiro[benzofuran-3,1'-cyclopropane]-6-amine